C(C)NS(=O)(=O)N1C[C@H](CC1)NC1=C2N=CN(C2=NC(=N1)N[C@H]([C@@H](C)O)CC)CC (S)-N-ethyl-3-((9-ethyl-2-(((2R,3S)-2-hydroxypentan-3-yl)amino)-9H-purin-6-yl)amino)pyrrolidine-1-sulfonamide